2-(3-((3R,4R)-3-fluoro-4-hydroxypyrrolidine-1-carbonyl)phenoxy)-6-(trifluoromethyl)isonicotinonitrile F[C@@H]1CN(C[C@H]1O)C(=O)C=1C=C(OC=2C=C(C#N)C=C(N2)C(F)(F)F)C=CC1